N1[C@@H](CC1)COC=1C=CC(=C(C(=O)NC2(CC2)C2=C3C=CC=NC3=CC(=C2)CC)C1)C (S)-5-(Azetidin-2-ylmethoxy)-N-(1-(7-ethylquinolin-5-yl)cyclopropyl)-2-methyl-benzamide